5-(((5-fluoro-2,3-dihydrobenzofuran-4-yl)methyl)amino)-8-(4-formyl-3-methylphenyl)imidazo[1,2-c]pyrimidine-2-carbonitrile FC=1C=CC2=C(CCO2)C1CNC1=NC=C(C=2N1C=C(N2)C#N)C2=CC(=C(C=C2)C=O)C